FC1=C(C=CC(=C1F)C=1C(=NN(C1)CCOC)C)C1=CN=C(N1C)C(=O)NC1=CC(=C(C=C1)C(=O)N1CCNCC1)C 5-[2,3-difluoro-4-[1-(2-methoxyethyl)-3-methyl-pyrazol-4-yl]phenyl]-1-methyl-N-[3-methyl-4-(piperazine-1-carbonyl)phenyl]imidazole-2-carboxamide